(E)-3-phenyl-N-(p-tolyl)prop-2-enamide C1(=CC=CC=C1)/C=C/C(=O)NC1=CC=C(C=C1)C